tert-butyl N-(4-(dimethylamino)-4-oxobut-2-yn-1-yl)-N-methyl-L-alaninate CN(C(C#CCN([C@@H](C)C(=O)OC(C)(C)C)C)=O)C